FC(C1=C(C=CC=C1)N1N=CC2=C1COC[C@@H]2NC(=O)C=2N=CN1C2CCCC1)(F)F (R)-N-(1-(2-(trifluoromethyl)phenyl)-1,4,5,7-tetrahydropyrano[3,4-c]pyrazol-4-yl)-5,6,7,8-tetrahydroimidazo[1,5-a]pyridine-1-carboxamide